C(C)(C)(C)C1N(CCC(C1)C1CCN(CC1)C1=C(C=C(C=C1)NC1C(NC(CC1)=O)=O)Cl)C(=O)O.CC1=C(C=C(O)[C@H](O)[C@@H](O)[C@H](O)[C@H](O)CO)C=CC(=C1)C 2,4-dimethyl-benzylidenesorbitol tert-butyl-4-[1-[2-chloro-4-[(2,6-dioxo-3-piperidyl)amino]phenyl]-4-piperidyl]piperidine-1-carboxylate